5-(3,4,5-trimethoxyphenyl)-1,3,4-thiadiazol-2-amine COC=1C=C(C=C(C1OC)OC)C1=NN=C(S1)N